C(#N)C(C)(C)C1=CC(=NC=C1)C(=O)NC1=CN=NC(=C1)C=1C=NC2=CC(=NC=C2C1)N(C)CC1=CC=C(C=C1)OC 4-(2-cyanoprop-2-yl)-N-(6-(7-((4-methoxybenzyl)(methyl)amino)-1,6-naphthyridin-3-yl)pyridazin-4-yl)picolinamide